N-[4-(3-chloro-4-cyano-phenoxy)cyclohexyl]-6-[4-(hydroxymethyl)-1-piperidyl]pyridine-3-carboxamide ClC=1C=C(OC2CCC(CC2)NC(=O)C=2C=NC(=CC2)N2CCC(CC2)CO)C=CC1C#N